CC=1N=NC=CC1[C@@H]1[C@H](C1)C(F)(F)F 3-methyl-4-((1S,2S)-2-(trifluoromethyl)cyclopropyl)pyridazine